Cl.FC(F)N1N=CC(=C1)C(=O)O (difluoromethyl)-1H-pyrazole-4-carboxylic acid hydrochloride